4-[5-(3,5-dichloro-phenyl)-5-trifluoromethyl-4,5-dihydro-isoxazol-3-yl]-naphthalene-1-carboxylic acid [(2,2,2-trifluoroethylcarbamoyl)-methyl]-amide FC(CNC(=O)CNC(=O)C1=CC=C(C2=CC=CC=C12)C1=NOC(C1)(C(F)(F)F)C1=CC(=CC(=C1)Cl)Cl)(F)F